The molecule is a steroid acid anion that is the conjugate base of 4beta-methylzymosterol-4alpha-carboxylic acid, obtained by deprotonation of the carboxy group; major species at pH 7.3. It is a conjugate base of a 4beta-methylzymosterol-4alpha-carboxylic acid. C[C@H](CCC=C(C)C)[C@H]1CC[C@@H]2[C@@]1(CCC3=C2CC[C@@H]4[C@@]3(CC[C@@H]([C@@]4(C)C(=O)[O-])O)C)C